C(=C/CCCC)/C1=CC(CC1)=O (Z)-3-hexen-1-yl-2-cyclopenten-1-one